2-((4-(5-((4-cyano-2-fluorobenzyl)thio)-1H-pyrazol-1-yl)piperidin-1-yl)methyl)-1-((1-ethyl-1H-imidazol-5-yl)methyl)-1H-benzo[d]imidazole-6-carboxylic acid, ammonium salt [NH4+].C(#N)C1=CC(=C(CSC2=CC=NN2C2CCN(CC2)CC2=NC3=C(N2CC2=CN=CN2CC)C=C(C=C3)C(=O)[O-])C=C1)F